BrCCCOC1=CC=C(C=C1)C(C=CC=1C=C(C=CC1)C)=O 1-(4-(3-bromopropyloxy)phenyl)-3-(3-tolyl)-2-propen-1-one